1-(2-(2-fluoronaphthalen-1-yl)ethyl)azetidine FC1=C(C2=CC=CC=C2C=C1)CCN1CCC1